O=C1NC(CCC1N1C(C2=CC=CC(=C2C1)CCCCCCCNC(=O)C12CC3CC(CC(C1)C3)C2)=O)=O N-(7-(2-(2,6-dioxopiperidin-3-yl)-1-oxoisoindolin-4-yl)heptyl)adamantane-1-carboxamide